(Z)-N-(3-bromo-4-fluorophenyl)-N'-hydroxy-4-((2-hydroxypropyl)thio)-1,2,5-oxadiazole-3-carboximidamide BrC=1C=C(C=CC1F)N\C(=N/O)\C1=NON=C1SCC(C)O